6-hydroxy-4-(6-(6-(3-(methylsulfonyl)benzyl)-3,6-diazabicyclo[3.1.1]heptan-3-yl)pyridin-3-yl)pyrazolo[1,5-a]pyridine-3-carbonitrile OC=1C=C(C=2N(C1)N=CC2C#N)C=2C=NC(=CC2)N2CC1N(C(C2)C1)CC1=CC(=CC=C1)S(=O)(=O)C